CC1=CC(=NN1C1=CC=C(C=C1)OC(F)(F)F)N1CCC(CC1)N1CC(CC1)N1CCOCC1 4-[1-[1-[5-methyl-1-[4-(trifluoromethoxy)phenyl]pyrazol-3-yl]-4-piperidyl]pyrrolidin-3-yl]morpholine